C(C)(C)(C)C=1C=CC=2N(C1)C(=CN2)C2=CC=CC(=N2)NC2CC1(CNC1)C2 N-(6-(6-(tert-butyl)-imidazo[1,2-a]pyridin-3-yl)pyridin-2-yl)-2-azaspiro[3.3]-heptan-6-amine